O-(2-aminoethyl)-N-methyl-L-serine NCCOC[C@H](NC)C(=O)O